C(C=C)(=O)N1C(CC(CC1)N1C=NC=2C(=NC=3C(=C(C(=CC3C21)Cl)C2=C(C(=CC=C2)C)C)F)OC[C@H]2N(CCC2)C)CC#N 2-(1-acryloyl-4-(8-chloro-7-(2,3-dimethylphenyl)-6-fluoro-4-(((S)-1-methylpyrrolidin-2-yl)methoxy)-1H-imidazo[4,5-c]quinolin-1-yl)piperidin-2-yl)acetonitrile